C1CC1NC2=C(C=CC(=C2)Br)N 5-bromo-N1-cyclopropylbenzene-1,2-diamine